N-(5-((6-((R)-3-(3,4-dichloro-2-fluorophenyl)isoxazolidine-2-yl)pyrimidine-4-yl)amino)-2-(4-((R)-3-(dimethylamino)pyrrolidine-1-yl)piperidine-1-yl)-4-methoxyphenyl)acrylamide ClC=1C(=C(C=CC1Cl)[C@@H]1N(OCC1)C1=CC(=NC=N1)NC=1C(=CC(=C(C1)NC(C=C)=O)N1CCC(CC1)N1C[C@@H](CC1)N(C)C)OC)F